ClC1=CC=C(C=C1)C=1N=NN(C1)CC1=CC=C(C=N1)C=1OC(=NN1)C(F)F 2-(6-((4-(4-chlorophenyl)-1H-1,2,3-triazol-1-yl)methyl)pyridin-3-yl)-5-(difluoromethyl)-1,3,4-oxadiazole